O-amyl-hydroxylamine C(CCCC)ON